1,3-bis(pyridin-2-yl)-5-tert-butylbenzene N1=C(C=CC=C1)C1=CC(=CC(=C1)C(C)(C)C)C1=NC=CC=C1